(E)-N-(2-methoxybenzyl)-N,4-dimethylbenzenesulfonamide COC1=C(CN(S(=O)(=O)C2=CC=C(C=C2)C)C)C=CC=C1